1-(2-(3-nitro-5-(trifluoromethyl)phenoxy)ethyl)pyrrolidine [N+](=O)([O-])C=1C=C(OCCN2CCCC2)C=C(C1)C(F)(F)F